tetracyclo[6.5.1.01,10.03,7]tetradecan C123CC4CCCC4C(CC1CCC2)C3